C(C)OC=1C(=C(C(=C2C=NNC12)C=1C=CC=2N(C1)C=C(N2)NC(=O)C2C(C2)F)C)F N-(6-(7-ethoxy-6-fluoro-5-methyl-1H-indazol-4-yl)imidazo[1,2-a]pyridin-2-yl)-2-fluorocyclopropane-1-carboxamide